1-(5-(4-(benzyloxy)-2-fluorophenyl)-1-(pyridin-3-ylsulfonyl)-1H-pyrrol-3-yl)-N-methylmethanamine hydrochloride Cl.C(C1=CC=CC=C1)OC1=CC(=C(C=C1)C1=CC(=CN1S(=O)(=O)C=1C=NC=CC1)CNC)F